C(C)(C)(C)OC(=O)N[C@H](C(=O)OC)CC=C methyl (2S)-2-{[(tertbutoxy)carbonyl]amino}pent-4-enoate